(S)-5-(4'-fluoro-2-(trifluoromethyl)-[1,1'-biphenyl]-4-yl)-6-methyl-3,6-dihydro-2H-1,3,4-oxadiazin-2-one-6-d FC1=CC=C(C=C1)C1=C(C=C(C=C1)C1=NNC(O[C@@]1([2H])C)=O)C(F)(F)F